CN1CCC(CC1)OC1=CC2=C(C(NCCO2)=O)C=C1 8-[(1-methyl-4-piperidyl)oxy]-2,3-dihydro-1,4-benzoxazepin-5-one